2'-O-propynylcytidine C(#CC)O[C@H]1[C@@H](O[C@@H]([C@H]1O)CO)N1C(=O)N=C(N)C=C1